5-(3-(difluoromethyl)imidazo[1,2-b]pyridazin-6-yl)-N-(1-methylpiperidin-4-yl)-7H-pyrrolo[2,3-d]pyrimidin-2-amine FC(C1=CN=C2N1N=C(C=C2)C2=CNC=1N=C(N=CC12)NC1CCN(CC1)C)F